2-(3-(4-chloro-6-(trifluoromethyl)quinazolin-2-yl)propyl)isoindoline-1,3-dione ClC1=NC(=NC2=CC=C(C=C12)C(F)(F)F)CCCN1C(C2=CC=CC=C2C1=O)=O